FC1=C(C(=CC(=C1)OCCN1CC(C1)CF)F)[C@H]1N([C@@H](CC2=C1NC1=CC=C(C=C21)F)C)CC(F)(F)F (1R,3R)-1-(2,6-difluoro-4-(2-(3-(fluoromethyl)azetidin-1-yl)ethoxy)phenyl)-6-fluoro-3-methyl-2-(2,2,2-trifluoroethyl)-2,3,4,9-tetrahydro-1H-pyrido[3,4-b]indole